1-[1-(Propan-2-yl)piperidin-4-yl]-4-[6-(4-propyl-1H-imidazol-2-yl)pyridine-2-yl]-1,4-diazepane CC(C)N1CCC(CC1)N1CCN(CCC1)C1=NC(=CC=C1)C=1NC=C(N1)CCC